2H-pyrimido[4,5-b]indol N=1CN=CC=2C1N=C1C=CC=CC21